ClC=1C=CC=2N=CN=CC2N1 6-chloropyrido[3,2-d]pyrimidine